(3-(3-(benzylamino)propoxy)propyl)carbamic acid tert-butyl ester C(C)(C)(C)OC(NCCCOCCCNCC1=CC=CC=C1)=O